FC1=C(C(=CC(=C1)COC)F)N1N=CC=2C=NC(=CC21)NC2=NC=NC(=C2)C 1-(2,6-difluoro-4-(methoxymethyl)phenyl)-N-(6-methylpyrimidin-4-yl)-1H-pyrazolo[4,3-c]pyridin-6-amine